2-fluoro-6-((4-fluoro-2-methylphenyl)-amino)-N-(6-methoxy-2-methylpyridin-3-yl)benzamide FC1=C(C(=O)NC=2C(=NC(=CC2)OC)C)C(=CC=C1)NC1=C(C=C(C=C1)F)C